6-bromo-3,4-dihydro-1H-naphthalen-2-one BrC=1C=C2CCC(CC2=CC1)=O